N-{3-chloro-4-[(3-fluorobenzyl)oxy]phenyl}-6-[5-({[2-(methanesulphonyl)ethyl]amino}methyl)-2-furyl]-quinazolinamine ClC=1C=C(C=CC1OCC1=CC(=CC=C1)F)NC1=NC2=CC=C(C=C2C=N1)C=1OC(=CC1)CNCCS(=O)(=O)C